OCC=1N=CN(C1)C1=NC2=CC=CC=C2C(=C1)C(=O)N[C@@H]1CC[C@H](CC1)OC 2-[4-(hydroxymethyl)imidazol-1-yl]-N-[(trans)-4-methoxycyclohexyl]quinoline-4-carboxamide